(1,1-diethoxyethyl)-5-fluoro-pyrimidine C(C)OC(C)(OCC)C1=NC=C(C=N1)F